CC(C(C)S(=O)(=O)[O-])S(=O)(=O)[O-] butane-2,3-diyl-disulfonate